disodium ethylenedinitrilotetraacetate C(CN(CC(=O)[O-])CC(=O)[O-])N(CC(=O)O)CC(=O)O.[Na+].[Na+]